4-(2-ethoxy-2-oxo-ethyl)-8-methyl-2,3-dihydroquinoxaline-1-carboxylic acid benzyl ester C(C1=CC=CC=C1)OC(=O)N1CCN(C2=CC=CC(=C12)C)CC(=O)OCC